CC(CN)(N)C 1,1-dimethyl-1,2-ethanediamine